S1C=NC2=C1C=C(C=C2)\C=C/2\C(N(C(=N2)N[C@H](CC(C)C)COC)C2CCCCC2)=O (5Z)-5-(1,3-Benzothiazol-6-ylmethylene)-3-cyclohexyl-2-[[(1R)-1-(methoxymethyl)-3-methyl-butyl]amino]imidazol-4-one